[3-(1-tert-butoxycarbonyl-4-piperidyl)-5'-fluoro-1'-methyl-1H,1'H-4,6'-biindazolyl-1-yl]acetic acid C(C)(C)(C)OC(=O)N1CCC(CC1)C1=NN(C=2C=CC=C(C12)C1=C(C=C2C=NN(C2=C1)C)F)CC(=O)O